C(C1=CC=CC=C1)N(C)CC1=NC(=NC(=N1)NC1=C(C=CC=C1)OC)N 6-((Benzyl-(methyl)amino)methyl)-N2-(2-methoxyphenyl)-1,3,5-triazine-2,4-diamine